C(C[C@@H](C(=O)[O-])NC(=O)CCC(=O)[O-])C[NH3+] The molecule is a dicarboxylic acid monoanion that is the conjugate base of N(2)-succinyl-L-ornithine. It is a dicarboxylic acid monoanion and a N-acyl-L-alpha-amino acid anion. It is a conjugate base of a N(2)-succinyl-L-ornithine.